2-(4-(2-fluoro-4-nitrophenyl)-2-oxopiperazin-1-yl)acetic acid FC1=C(C=CC(=C1)[N+](=O)[O-])N1CC(N(CC1)CC(=O)O)=O